8-cyclopentyl-6-cyclopropyl-2-(methylsulfinyl)pyrido[2,3-d]pyrimidin-7(8H)-one C1(CCCC1)N1C(C(=CC2=C1N=C(N=C2)S(=O)C)C2CC2)=O